4-chloro-2,6-difluorobenzonitrile ClC1=CC(=C(C#N)C(=C1)F)F